COC1=C(NCC#CC=2N=C3N(C=CC=C3[C@@H]3C[C@H]4[C@@H](N3)CN(C4)C)C2CC(F)(F)F)C=CC(=C1)S(=O)(=O)C 2-methoxy-N-(3-(8-((2S,3aR,6aR)-5-methyloctahydropyrrolo[3,4-b]pyrrol-2-yl)-3-(2,2,2-trifluoroethyl)imidazo[1,2-a]pyridin-2-yl)prop-2-yn-1-yl)-4-(methylsulfonyl)aniline